5-(2-Fluoro-6-methylphenyl)-3-(4-((1S,4S)-5-methyl-2,5-diazabicyclo[2.2.1]heptan-2-yl)phenyl)-1H-pyrazolo[4,3-c]pyridazin-6(5H)-on FC1=C(C(=CC=C1)C)N1N=C2C(=CC1=O)NN=C2C2=CC=C(C=C2)N2[C@@H]1CN([C@H](C2)C1)C